C12CN(CC(CC1)N2)C=2C1=C(N=C(N2)OC[C@H]2N(CCC2)C)CN(CC1)C1=CC=CC2=CC=C(C(=C12)Cl)Cl 4-(3,8-diazabicyclo[3.2.1]octan-3-yl)-7-(7,8-dichloronaphthalen-1-yl)-2-(((S)-1-methylpyrrolidin-2-yl)methoxy)-5,6,7,8-tetrahydropyrido[3,4-d]pyrimidine